N-[[4-(1,1-dimethylethyl)phenyl]sulfonyl]-2-methyl-alanine CC(C)(C)C1=CC=C(C=C1)S(=O)(=O)NC(C)(C(=O)O)C